C(C)(=O)OC12CCC(CC1)(CC2)O 4-acetoxybicyclo[2.2.2]Octanol